4-amino-3,5-dichloro-6-fluoro-2-pyridyloxyacetic acid-methylheptyl ester CC(CCCCCC)OC(COC1=NC(=C(C(=C1Cl)N)Cl)F)=O